FC(C1=CC=C(C(/C=C/C2=C(C(=C(C=C2O)OC)OC(C)=O)OC)=O)C=C1)(F)F 4'-trifluoromethyl-2,4-dimethoxy-3-acetoxy-6-hydroxychalcone